C(C)(C)(C)OC(=O)N[C@H](C)C1=CC=C2C(=N1)NC(=C2)C2=NC1=C(N2C2CC2)C=C(C(=C1)C(=O)OC(C)C)F isopropyl (R)-2-(6-(1-((tert-butoxycarbonyl)amino)ethyl)-1H-pyrrolo[2,3-b]pyridin-2-yl)-1-cyclopropyl-6-fluoro-1H-benzo[d]imidazole-5-carboxylate